CN1N=NC=C1N 3-methyl-1,2,3-triazol-4-amine